ClC=1C=CC2=C(CC(CC=3N2C(=NN3)C3CCC(CC3)(OC)CC)N(C)C)C1 8-Chloro-1-(trans-4-ethyl-4-methoxycyclohexyl)-N,N-dimethyl-5,6-dihydro-4H-[1,2,4]triazolo[4,3-a][1]benzazepin-5-amin